2-(4-(benzyloxy)-1H-indol-3-yl)-2-oxo-N-propylacetamide C(C1=CC=CC=C1)OC1=C2C(=CNC2=CC=C1)C(C(=O)NCCC)=O